COC=1C=C(C=CC1C(=O)OC)CC1CCN(CC1)C(=O)OC(C)(C)C tert-Butyl 4-[(3-methoxy-4-methoxycarbonyl-phenyl)methyl]piperidine-1-carboxylate